methyl (((6-(((((R)-1-methoxy-1-oxopropan-2-yl)amino) (propyl)phosphoryl)oxy)-5'-methyl-4-pentyl-2'-(prop-1-en-2-yl)-[1,1'-biphenyl]-2-yl)oxy)(propyl)phosphoryl)-L-alaninate COC([C@@H](C)NP(=O)(CCC)OC1=CC(=CC(=C1C1=C(C=CC(=C1)C)C(=C)C)OP(=O)(CCC)N[C@@H](C)C(=O)OC)CCCCC)=O